C(C)N1CCN(CC1)CC1=C(C=C(C=C1)NC(=O)NC1=CC=C(C=C1)OC1=NC=NC(=C1)NC)C(F)(F)F N-[4-[(4-ethyl-1-piperazinyl)methyl]-3-(trifluoromethyl)phenyl]-N'-[4-[[6-(methylamino)-4-pyrimidinyl]oxy]phenyl]-urea